C(C1=CC=CC=C1)OC1=C(/C=C/C=2SC(=C3C2OCCO3)C=O)C=CC(=C1)N(CCO)CCO (E)-7-[2-(benzyloxy)-4-[bis(2-hydroxyethyl)amino]styryl]-2,3-dihydrothieno[3,4-b][1,4]dioxin-5-carbaldehyde